FC(C1=CC=C(C=C1)C1CC(OC(C1)=O)=O)(F)F 4-(4-(trifluoromethyl)phenyl)dihydro-2H-pyran-2,6(3H)-dione